(1s,3s)-3-hydroxy-N-(2-(2-methoxypyrimidin-4-yl)-1-methyl-1H-pyrrolo[3,2-c]pyridin-6-yl)cyclobutanecarboxamide OC1CC(C1)C(=O)NC1=CC2=C(C=N1)C=C(N2C)C2=NC(=NC=C2)OC